tetrahydro-3'H,7'H-spiro[[1,3]dioxolane-4,6'-[2,7]methanopyrido[1,2-a][1,4]diazonine]-10'-carboxamide C1C=2N(C3C4(CCCN1C3)OCOC4)CC(=CC2)C(=O)N